N1C=C(C2=CC=CC=C12)C1=C(N=C(O1)C1=CC=CC=C1)C(=O)O 5-(1H-indol-3-yl)-2-phenyloxazole-4-carboxylic acid